(5-methyl-1,3,4-oxadiazol-2-yl)amine CC1=NN=C(O1)N